1-(4-((4-((2-fluoro-4-((1-(2-fluoro-6-methylpyridin-3-yl)-1H-pyrazol-3-yl)oxy)phenyl)amino)-7-methoxyquinazolin-6-yl)amino)piperidin-1-yl)prop-2-en-1-one FC1=C(C=CC(=C1)OC1=NN(C=C1)C=1C(=NC(=CC1)C)F)NC1=NC=NC2=CC(=C(C=C12)NC1CCN(CC1)C(C=C)=O)OC